ClC=1C=NN(C(C1Cl)=O)CC(=O)NC1=CC(=C(C=C1)C)S(NCCC1=NC=CC=C1)(=O)=O 2-(4,5-Dichloro-6-oxopyridazin-1(6H)-yl)-N-(4-methyl-3-(N-(2-(pyridin-2-yl)ethyl)sulfamoyl)phenyl)acetamide